6-(1-ethoxyvinyl)-4-(1-ethyl-3-phenyl-1H-pyrazol-4-yl)-7-methoxyquinazoline C(C)OC(=C)C=1C=C2C(=NC=NC2=CC1OC)C=1C(=NN(C1)CC)C1=CC=CC=C1